2-chloro-N-(1-phenyl-1H-imidazol-4-yl)pyrrolo[2,1-f][1,2,4]triazin-4-amine ClC1=NN2C(C(=N1)NC=1N=CN(C1)C1=CC=CC=C1)=CC=C2